C(=CC)CCOCCCCCCCC 2-propenyl-1-octyloxyethane